ClC1=C(C(=CC=C1)C)NC(=O)C1=CN=C(S1)NC1=CC(=NC(=N1)C)N1CCN(CC1)CCC(C(=O)[O-])(CC(=O)[O-])[C@H]1[C@@H]2[C@H](OC1)[C@H](CO2)O[N+](=O)[O-] 2-(4-(6-((5-((2-chloro-6-methylphenyl)carbamoyl)thiazol-2-yl)amino)-2-methylpyrimidin-4-yl)piperazin-1-yl)ethyl((3R,3aR,6S,6aS)-6-(nitrooxy)hexahydrofuro[3,2-b]furan-3-yl)succinate